(S,Z)-(7-(3-(Difluoromethyl)-2-methylphenyl)benzo[d][1,3]dioxolan-4-yl)(2-(hydroxymethyl)-4-(methoxyimino)pyrrolidin-1-yl)methanone FC(C=1C(=C(C=CC1)C1=CC=C(C2=C1OCO2)C(=O)N2[C@@H](C/C(/C2)=N/OC)CO)C)F